2-oxaspiro[indoline-3,3'-pyrrolidine]-5'-carboxamide hydrochloride Cl.N1CC2(CC1C(=O)N)ONC1=CC=CC=C12